3-((9,9-difluoro-3-(4-methylbenzyl)-5-oxo-1,2,3,5,8,9-hexahydroimidazo[1,2-a]pyrido[3,4-e]pyrimidin-7(6H)-yl)methyl)benzonitrile FC1(CN(CC=2C(N=C3N(C21)CCN3CC3=CC=C(C=C3)C)=O)CC=3C=C(C#N)C=CC3)F